(1-((((((2R,3S,4S,5R)-5-(4-amino-2-oxopyrimidin-1(2H)-yl)-3,4-dihydroxytetrahydrofuran-2-yl)methoxy)(hydroxy)phosphoryl)oxy)(hydroxy)phosphoryl)-1-hydroxyethyl)phosphonic acid NC1=NC(N(C=C1)[C@H]1[C@H]([C@@H]([C@H](O1)COP(=O)(O)OP(=O)(O)C(C)(O)P(O)(O)=O)O)O)=O